C(C)(C)(C)OC(=O)N1[C@@H](C[C@H](C1)NC(=O)C1=NC=CC(=C1)Br)CN1N=NC=C1 (2S,4R)-2-((1H-1,2,3-triazol-1-yl)methyl)-4-(4-bromopyridinamido)-pyrrolidine-1-carboxylic acid tert-butyl ester